4-(3-cyano-6-(1-methyl-1H-pyrazol-4-yl)pyrazolo[1,5-a]pyridin-4-yl)-N-((6-morpholinopyridin-3-yl)methyl)-1H-pyrazole-1-carboxamide C(#N)C=1C=NN2C1C(=CC(=C2)C=2C=NN(C2)C)C=2C=NN(C2)C(=O)NCC=2C=NC(=CC2)N2CCOCC2